(S)-4-(7-fluoroimidazo[1,2-a]pyridin-3-yl)-7-((6-(pyrrolidin-1-ylmethyl)-5-(tetrahydrofuran-3-yl)pyridin-2-yl)amino)isoindolin-1-one FC1=CC=2N(C=C1)C(=CN2)C2=C1CNC(C1=C(C=C2)NC2=NC(=C(C=C2)[C@H]2COCC2)CN2CCCC2)=O